2,5-dimethyl-2,4-dihydro-3H-pyrazol-3-one CN1N=C(CC1=O)C